7-ethynyl-6-(2-methoxyethoxy)-2-methylquinazoline C(#C)C1=C(C=C2C=NC(=NC2=C1)C)OCCOC